benzo[b]benzo[4,5]furo[3,2-e]benzofuran-6-ylboronic acid C1=CC=CC=2OC3=C(C21)C2=C(C=C3B(O)O)OC3=C2C=CC=C3